(R)-3-(3-fluoro-4-(6-(2-cyclopropyl-2H-tetrazol-5-yl)pyridin-3-yl)phenyl)-5-(1-hydroxypropyl)oxazolidin-2-one FC=1C=C(C=CC1C=1C=NC(=CC1)C=1N=NN(N1)C1CC1)N1C(O[C@H](C1)C(CC)O)=O